1-methyl-4-nitro-1H-imidazole-5-carboxylic acid CN1C=NC(=C1C(=O)O)[N+](=O)[O-]